5-hydroxy-2-methyl-2-(4-methylpent-3-en-1-yl)-7-pentyl-N-(undec-10-en-1-yl)-2H-chromen-6-carboxamide OC1=C2C=CC(OC2=CC(=C1C(=O)NCCCCCCCCCC=C)CCCCC)(CCC=C(C)C)C